ClC1=C2CCN([C@@H](C2=C(C=C1)OCC1=NOC(=N1)C(C)C)CN1C(CCC1)=O)C(=O)[C@H]1[C@H](CCCC1)C(=O)O (1S,2R)-2-((S)-5-Chloro-8-((5-isopropyl-1,2,4-oxadiazol-3-yl)methoxy)-1-((2-oxopyrrolidin-1-yl)methyl)-1,2,3,4-tetrahydro-isoquinoline-2-carbonyl)cyclohexane-1-carboxylic acid